1,1'-(2,6-dimethyl-4-(5-(4-methylpiperazin-1-yl)benzo[b]thiophen-3-yl)-1,4-dihydropyridin-3,5-diyl)bis(ethan-1-one) CC=1NC(=C(C(C1C(C)=O)C=1C2=C(SC1)C=CC(=C2)N2CCN(CC2)C)C(C)=O)C